C1(=CC=CC=C1)OS(=O)(=O)C1C2C(=C(C(C1)O2)C2=CC=C(C=C2)O)C2=CC=C(C=C2)NC(C[Se]C#N)=O Phenyl-5-(4-hydroxyphenyl)-6-(4-(2-selenocyanoacetamido) phenyl)-7-oxabicyclo[2.2.1]hept-5-ene-2-sulfonate